C1(CC1)N(C1=C(C(=NC=N1)NCC1(CCN(CC1)C(=O)OC(C)(C)C)C1=NN=CN1C)F)CC1=CC=C(C=C1)C(F)(F)F tert-Butyl 4-(((6-(cyclopropyl(4-(trifluoromethyl)benzyl)amino)-5-fluoropyrimidin-4-yl)amino)methyl)-4-(4-methyl-4H-1,2,4-triazol-3-yl)piperidine-1-carboxylate